(R)-3-(6-(3-isopropyl-1H-pyrrolo[2,3-b]pyridin-5-yl)-2-(2-methoxyacetyl)-1,2,3,4-tetrahydroisoquinolin-8-yl)morpholine-4-carboxylic acid tert-butyl ester C(C)(C)(C)OC(=O)N1[C@@H](COCC1)C=1C=C(C=C2CCN(CC12)C(COC)=O)C=1C=C2C(=NC1)NC=C2C(C)C